C(=O)(OC(C)(C)C)[C@H](CCC(NCCOCCOCC(NCCOCCOCC(=O)O)=O)=O)NC(=O)CCCCCCCCCCCCC 13-{(S)-1-Boc-3-[2-(2-{[2-(2-carboxymethoxy-ethoxy)-ethylcarbamoyl]-methoxy}-ethoxy)-ethylcarbamoyl]-propylcarbamoyl}-tridecane